CC1(OCC[C@@H](C1)C1=CC(=NC=C1)C=O)C (S)-4-(2,2-dimethyltetrahydro-2H-pyran-4-yl)pyridinecarbaldehyde